NC(CC(C(=O)O)=O)=O 4-amino-2,4-dioxobutyric acid